FC(C1(CC1)C=1C(=NC=CC1)C(=O)N)(F)F [1-(trifluoromethyl)cyclopropyl]pyridine-2-carboxamide